(±)-3-amino-4-(hydroxymethyl)pyrrolidine-1-carboxylic acid benzyl ester C(C1=CC=CC=C1)OC(=O)N1CC(C(C1)CO)N